CCCCCCCCCC(C)CI The molecule is an iodoalkane that is undecane substituted by an iodo group at position 1 and a methyl group at position 2. Metabolite observed in cancer metabolism. It has a role as a human metabolite.